1,2,2,3,3,4,4,5,5,6,6,7,7,8,8,9,9,10,10,1-icosafluoroundecyl acrylate C(C=C)(=O)OC(C(C(C(C(C(C(C(C(C(C)(F)F)(F)F)(F)F)(F)F)(F)F)(F)F)(F)F)(F)F)(F)F)(F)F